C(C)C(C(=O)OCCCC)CCCC.C(C)C(C(=O)OCCCC)CCCC.[Sn] tin dibutyl di(2-ethylhexanoate)